C(C)(C)(C)OC(=O)C=1C=CC2=C(N(C(=N2)CN2C(C3=CC(=CC=C3CC2)OCC2=C(C=C(C=C2)C#N)F)C)C[C@H]2OCC2)C1 2-((7-((4-Cyano-2-fluorobenzyl)oxy)-1-methyl-3,4-dihydroisoquinolin-2(1H)-yl)methyl)-1-(((S)-oxetan-2-yl)methyl)-1H-benzo[d]imidazole-6-carboxylic acid tert-butyl ester